(S)-N-((S)-(3-chloro-2,4-difluorophenyl)((trans)-3-(trifluoromethyl)cyclobutyl)-methyl)-5-oxopyrrolidine-3-carboxamide ClC=1C(=C(C=CC1F)[C@@H](NC(=O)[C@@H]1CNC(C1)=O)[C@@H]1C[C@H](C1)C(F)(F)F)F